CC1=NC(=NC=C1)[C@H]1[C@@H](C1)C=1NC2=CC=CC=C2C(C1)=O 2-((1R,2R)-2-(4-methylpyrimidin-2-yl)cyclopropyl)-4-oxo-1,4-dihydroquinolin